COC1=CC=C(CN2N=CC(=C2)/C=C/C(=O)OCC)C=C1 ethyl (E)-3-(1-(4-methoxybenzyl)-1H-pyrazol-4-yl)acrylate